(S)-1-(2-chloro-7-(1-methoxyethyl)pyrazolo[1,5-a]pyrimidin-6-yl)-3-(5-(trifluoromethyl)thiazol-2-yl)urea ClC1=NN2C(N=CC(=C2[C@H](C)OC)NC(=O)NC=2SC(=CN2)C(F)(F)F)=C1